tert-butyl (R)-(8-(5-((2,3-dichloropyridin-4-yl)thio)-6-methylpyrazin-2-yl)-8-azaspiro[4.5]decan-1-yl)carbamate ClC1=NC=CC(=C1Cl)SC=1N=CC(=NC1C)N1CCC2(CCC[C@H]2NC(OC(C)(C)C)=O)CC1